CC=1N=C(N(C1)COCC[Si](C)(C)C)OC1=CC=CC=C1 4-methyl-2-phenoxy-1-((2-(trimethylsilyl)ethoxy)methyl)-1H-imidazole